N-(1-(2-bromo-6-chloropyridin-4-yl)-1-hydroxy-3-methylbutan-2-yl)-2-chloroacetamide BrC1=NC(=CC(=C1)C(C(C(C)C)NC(CCl)=O)O)Cl